4-acetyl-5-chloro-6-fluoro-7-(4-iodo-1-methyl-1H-pyrazol-5-yl)-3,4-dihydrospiro[benzo[b][1,4]oxazine-2,1'-cyclopropane]-8-nitrile C(C)(=O)N1C2=C(OC3(CC3)C1)C(=C(C(=C2Cl)F)C2=C(C=NN2C)I)C#N